[2H]C(C(O)([2H])[2H])(O)[2H] tetradeuteroethane-1,2-diol